(S)-3-Isopropyl-6-((1-phenyl-ethyl)amino)pyrimidine-2,4(1H,3H)-dione C(C)(C)N1C(NC(=CC1=O)N[C@@H](C)C1=CC=CC=C1)=O